N1C(CCC1)=O.[Na] Sodium pyrrolidinone